C[Si](CCOCN1N=C(C=C1)C1C(CCC1)O)(C)C 2-(1-((2-(trimethylsilyl)ethoxy)methyl)-1H-pyrazol-3-yl)cyclopentan-1-ol